6-Nitro-7-(((tetrahydro-2H-pyran-4-yl)methyl)amino)-1H-benzo[d]imidazole-4-sulfonamide [N+](=O)([O-])C=1C=C(C2=C(NC=N2)C1NCC1CCOCC1)S(=O)(=O)N